trimethyloxobismuthane C[Bi](=O)(C)C